1,4,7,10-tetramethylbenzenesulfonyl-1,4,7,10-tetrazacyclododecane CC1(CC=C(C=C1)C)S(=O)(=O)N1CCNCCN(CCN(CC1)C)C